(3s,7ar)-3-(4-fluorophenyl)tetrahydro-1H-pyrrolizine (3S)-quinuclidin-3-yl-4-bromobenzenesulfonate N12C[C@H](C(CC1)CC2)OS(=O)(=O)C2=CC=C(C=C2)Br.FC2=CC=C(C=C2)[C@@H]2CCC1=CCCN21